3-(4-fluoro-1,3-dioxo-1,3-dihydro-Isoindol-2-yl)-2,6-dioxopiperidin-1-ylmethylbenzoate FC1=C2C(N(C(C2=CC=C1)=O)C1C(N(C(CC1)=O)COC(C1=CC=CC=C1)=O)=O)=O